trans-4-[(tert-butoxycarbonyl)amino]-cyclohexanecarboxylic acid C(C)(C)(C)OC(=O)N[C@@H]1CC[C@H](CC1)C(=O)O